(S)-1-((1H-indol-3-yl)methyl)-7-ethoxy-6-methoxy-3,4-dihydroisoquinoline-2(1H)-formaldehyde N1C=C(C2=CC=CC=C12)C[C@@H]1N(CCC2=CC(=C(C=C12)OCC)OC)C=O